O1COCC2=C1C=CC(=C2)C(N2CCN(CC2)C(=O)N2N=CC=N2)C2=CC1=C(OCOC1)C=C2 (4-(bis(4H-benzo[d][1,3]dioxin-6-yl)methyl)piperazin-1-yl)(2H-1,2,3-triazol-2-yl)methanone